N1(CCOCC1)C(=O)O[C@H]1CC[C@@]2([C@H]3CC[C@@]4([C@H](CC[C@@]4([C@@H]3CC[C@@H]2C1)O)C=1C=CC(OC1)=O)C)C (3S,5R,8R,9S,10S,13R,14S,17R)-14-hydroxy-10,13-dimethyl-17-(2-oxo-2H-pyran-5-yl)hexadecahydro-1H-cyclopenta[a]phenanthren-3-yl morpholine-4-carboxylate